ClC=1C=NC(=NC1)CC=O (5-CHLOROPYRIMIDIN-2-YL)ACETALDEHYDE